(2S)-2-({5-cyclopentyl-1-[2-(trifluoromethyl)phenyl]-1H-1,2,4-triazol-3-yl}formamido)-N-(2-methoxyethyl)-N-methyl-4-phenylbutanamide C1(CCCC1)C1=NC(=NN1C1=C(C=CC=C1)C(F)(F)F)C(=O)N[C@H](C(=O)N(C)CCOC)CCC1=CC=CC=C1